CC1(OB(OC1(C)C)C12CCCCC1C2)C (rac)-4,4,5,5-tetramethyl-2-norcaran-1-yl-1,3,2-dioxaborolane